BrC1=C(C(=O)OC)C=C(C=C1)CCl methyl 2-bromo-5-(chloromethyl)benzoate